6-[3-[1-[[6,8-bis(trifluoromethyl)quinazolin-4-yl]-methyl-amino]ethyl]pyrazin-2-yl]pyridine-3-carbonitrile FC(C=1C=C2C(=NC=NC2=C(C1)C(F)(F)F)N(C(C)C=1C(=NC=CN1)C1=CC=C(C=N1)C#N)C)(F)F